CN(CCNC(C(C)(C)NC(CCCC1=CC=C(C=C1)CC1=C(C=CC(=C1)[C@@H]1O[C@@H]([C@H]([C@@H]([C@H]1O)O)O)SC)C)=O)=O)C N-(1-((2-(Dimethylamino)ethyl)amino)-2-methyl-1-oxopropan-2-yl)-4-(4-(2-methyl-5-((2S,3R,4R,5S,6R)-3,4,5-trihydroxy-6-(methylthio)tetrahydro-2H-pyran-2-yl)benzyl)phenyl)-butanamide